FC(OC=1C=C(C=CC1)C1=NN(C=2C1=NC=C(C2)C(=O)N[C@H](C)[C@H](C)O)C(C)C)F 3-(3-(difluoromethoxy)phenyl)-N-((2R,3S)-3-hydroxybutan-2-yl)-1-isopropyl-1H-pyrazolo[4,3-b]pyridine-6-carboxamide